tert-butyl 6-(1-(4-cyclopropyl-3-methoxybenzyl)-3-(2-isopropylphenyl)piperidin-4-yl)-2,6-diazaspiro[3.3]heptane-2-carboxylate C1(CC1)C1=C(C=C(CN2CC(C(CC2)N2CC3(CN(C3)C(=O)OC(C)(C)C)C2)C2=C(C=CC=C2)C(C)C)C=C1)OC